C(C)(C)(C)OC(NC1(CCN(CC1)C1=NC(=C(C(=N1)N)C1=C(C(=CC=C1)Cl)Cl)C#N)C)=O {1-[4-amino-6-cyano-5-(2,3-dichloro-phenyl)-pyrimidin-2-yl]-4-methyl-piperidin-4-yl}-carbamic acid tert-butyl ester